1-((4-(4-isopropylphenyl)pyridin-2-yl)methyl)azepane C(C)(C)C1=CC=C(C=C1)C1=CC(=NC=C1)CN1CCCCCC1